ClC=1C(=NC2=CC=CC=C2N1)NCC=1OC=CC1 3-chloro-N-(furan-2-ylmethyl)quinoxaline-2-amine